4,6-dichloro-7-methoxy-6'-(trifluoromethyl)spiro[indan-1,3'-indoline] ClC1=C2CCC3(CNC4=CC(=CC=C34)C(F)(F)F)C2=C(C(=C1)Cl)OC